ClC1=C(C(=C2C(C(=CN(C2=N1)C=1SC(=CN1)F)C(=O)O)=O)C)F 7-chloro-6-fluoro-1-(5-fluoro-1,3-thiazol-2-yl)-5-methyl-4-oxo-1,4-dihydro-1,8-naphthyridine-3-carboxylic acid